BrC=1C=C(C=C2C(N(C(=NC12)O)CCC1NCCOC1)=O)C 8-bromo-2-hydroxy-6-methyl-3-(2-morpholin-3-ylethyl)quinazolin-4-one